6-bromo-3-(3-chlorophenyl)-2-methylquinazolin-4(3H)-one BrC=1C=C2C(N(C(=NC2=CC1)C)C1=CC(=CC=C1)Cl)=O